N1=C(N=CC=C1)C#CC=1C=C(C(=O)NC2=CC3=C(CCCCC3)C=C2)C=CC1 3-(2-PYRIMIDIN-2-YLETHYNYL)-N-(6,7,8,9-TETRAHYDRO-5H-BENZO[7]ANNULEN-3-YL)BENZAMIDE